Diethyl Oxaloacetate CCOC(=O)CC(=O)C(=O)OCC